3-bromo-4-(3-cyanopyrrolidin-1-yl)-N-methyl-N-(2-morpholino-2-oxoethyl)benzenesulfonamide BrC=1C=C(C=CC1N1CC(CC1)C#N)S(=O)(=O)N(CC(=O)N1CCOCC1)C